[Rh].[Au] Gold-rhodium